NC1CCN(CC1)C(=O)C1=CC=C(C=C1)C1=N[C@H](C=2N(C3=C1C(=C(S3)C)C)C(=NN2)C)CC(=O)OC(C)(C)C tert-butyl (S)-2-(4-(4-(4-aminopiperidine-1-carbonyl)phenyl)-2,3,9-trimethyl-6H-thieno[3,2-f][1,2,4]triazolo[4,3-a][1,4]diazepin-6-yl)acetate